C1(CC1)N1CCN(CC1)C1CCN(CC1)C1=C(C=C(C(=C1)OC)NC1=NC=NC(=C1)N1OCCC1C1=CC(=CC=C1)C=1C=NN(C1)C)NC(C=C)=O N-(2-(4-(4-cyclopropylpiperazin-1-yl)piperidin-1-yl)-4-methoxy-5-((6-(3-(3-(1-methyl-1H-pyrazol-4-yl)-phenyl)isoxazolidin-2-yl)pyrimidin-4-yl)amino)-phenyl)acrylamide